4-(4-(2-oxa-6-azabicyclo[5.1.0]octan-6-yl)-8-fluoro-2-(((2R,7aS)-2-fluorotetrahydro-1H-pyrrolizin-7a(5H)-yl)methoxy)pyrido[4,3-d]pyrimidin-7-yl)-7-fluorobenzo[d]thiazol-2-amine C12OCCCN(C2C1)C=1C2=C(N=C(N1)OC[C@]13CCCN3C[C@@H](C1)F)C(=C(N=C2)C2=CC=C(C1=C2N=C(S1)N)F)F